C(#N)C=1N=CC(=NC1)NC1=NNC(=C1)C=1C(=NC=CC1OC)OCCCNC(OC(C)(C)C)=O tert-Butyl {3-[(3-{3-[(5-cyanopyrazin-2-yl)amino]-1H-pyrazol-5-yl}-4-methoxypyridin-2-yl)oxy]propyl}carbamate